[Na+].C(C=C)(=O)NC(C(S(=O)(=O)[O-])C)C 2-acrylamido-methylpropanesulfonic acid sodium salt